CN1C=C(C=C1)C1=CC=C2CNC(C2=C1)=O 6-(1-methyl-1H-pyrrol-3-yl)isoindolin-1-one